3'-[(3-chloro-2-methoxyphenyl)amino]-2'-(3-fluoropyridin-4-yl)-1-(prop-2-enoyl)-5',6'-dihydro-1'H-spiro[piperidine-4,4'-pyrrolo[2,3-c]pyridin]-7'-one ClC=1C(=C(C=CC1)NC1=C(NC=2C(NCC3(C21)CCN(CC3)C(C=C)=O)=O)C3=C(C=NC=C3)F)OC